O1C(CCCC1)O[C@@H](C)C=1N(C=CN1)CC1=NOC(=C1)C1=CC=C(C=C1)C#CC=1C=CC(=NC1)CN1C(CCC1)=O ((5-((4-(3-((2-((1S)-1-((tetrahydro-2H-pyran-2-yl)oxy)ethyl)-1H-imidazol-1-yl)methyl)isoxazol-5-yl)phenyl)ethynyl)pyridin-2-yl)methyl)pyrrolidin-2-one